pyridine Azolo[1,5-a]pyrimidine-3-carboxylate N=1C=2N(C=C(C1)C(=O)O)C=CC2.N2=CC=CC=C2